FC(COC=1C(=NC=CC1)OC=1C=C(C=NC1)N1N=CC(=C1)C(=O)OCC)F ethyl 1-(5-((3-(2,2-difluoroethoxy)pyridin-2-yl)oxy)pyridin-3-yl)-1H-pyrazole-4-carboxylate